COC1=C(C=CC(=C1)C(F)(F)F)NC(=O)N1[C@H](CCC1)C(=O)NC1=CC=C(C=C1)C1=CC=C(C=C1)C(=O)O 4'-[(1-{[2-methoxy-4-(trifluoromethyl)phenyl]carbamoyl}-D-prolyl)amino][1,1'-biphenyl]-4-carboxylic acid